3-Amino-N-(3-cyano-4-methyl-1H-indol-7-yl)-1H-pyrazol-4-sulfonamid NC1=NNC=C1S(=O)(=O)NC=1C=CC(=C2C(=CNC12)C#N)C